isophorone (butyl acetate) C(CCC)CC(=O)O.O=C1C=C(CC(C)(C)C1)C